N-(7-(cyclopentylmethyl)-7-azaspiro[3.5]nonan-2-yl)-N-phenylthiophene-3-carboxamide hydrochloride Cl.C1(CCCC1)CN1CCC2(CC(C2)N(C(=O)C2=CSC=C2)C2=CC=CC=C2)CC1